FC1=CC=C(C=C1)N1C(=CC2=C1N=CNC2=O)C2=CC=CC=C2 7-(4-fluorophenyl)-6-phenyl-3H-pyrrolo[2,3-d]pyrimidin-4(7H)-one